FC=1C=C(C=CC1)CC1=NOC(N1CC1=CC=C(C=C1)F)=O 3-[(3-fluorophenyl)methyl]-4-[(4-fluorophenyl)methyl]-4,5-dihydro-1,2,4-oxadiazol-5-one